FC1=C(C=CC=C1)C1=NC2=C(N1[C@H]1[C@H]([C@H](CCC1)NC(OC(C)(C)C)=O)O)C=C(C=C2)C2=NN(C=N2)COCC[Si](C)(C)C tert-butyl ((1S,2S,3R)-3-(2-(2-fluorophenyl)-6-(1-((2-(trimethylsilyl)ethoxy)methyl)-1H-1,2,4-triazol-3-yl)-1H-benzo[d]imidazol-1-yl)-2-hydroxycyclohexyl)carbamate